COCOC1=C(C=CC=C1)C=1N=NC2=CC(=CC=C2C1)C1CC2(CC(C2)C=2N=NN(C2)[C@H](C(=O)OC(C)(C)C)C(C)C)C1 tert-butyl (2S)-2-[4-(6-{3-[2-(methoxymethoxy) phenyl] cinnolin-7-yl} spiro[3.3]heptan-2-yl)-1,2,3-triazol-1-yl]-3-methylbutanoate